2-(2-bromo-5-nitrophenyl)-1,3-dioxolane BrC1=C(C=C(C=C1)[N+](=O)[O-])C1OCCO1